C[NH+]1C(=C(C=CC1)C)C 1,2,3-trimethyl-1,6-dihydropyridinium